ClC1=C(C=C(C=C1)N1N=NN=C1CN)F [1-(4-chloro-3-fluorophenyl)-1H-1,2,3,4-tetrazol-5-yl]methanamine